DIAZABICYCLO[4.3.1]DECAN N12NCCCC(CCC1)C2